tert-butyl ((S)-8-((5-bromo-2-ethoxyphenyl)sulfonyl)-1-oxa-8-azaspiro[4.5]decan-3-yl)((S)-3-(2-fluoro-3-(methylsulfonyl)phenoxy)-2-hydroxypropyl)carbamate BrC=1C=CC(=C(C1)S(=O)(=O)N1CCC2(C[C@@H](CO2)N(C(OC(C)(C)C)=O)C[C@@H](COC2=C(C(=CC=C2)S(=O)(=O)C)F)O)CC1)OCC